C12(C(C3CC(CC(C1)C3)C2)N)N adamantandiamine